triethylphenyl-ammonium trichloroacetate ClC(C(=O)[O-])(Cl)Cl.C(C)[N+](C1=CC=CC=C1)(CC)CC